C1=CC=C(C=C1)COC2=NC(=NC3=C2NC=N3)N O-6-benzylguanine